CN1C(N(C2=C1C=C(C=C2)C2CCNCC2)C2C(NC(CC2)=O)=O)=O 3-[3-methyl-2-oxo-5-(4-piperidyl)benzimidazol-1-yl]piperidine-2,6-dion